C(C1=CC=CC=C1)C=1C=C(C=CC1OC)C=1C(=CC=NC1C1=CC(=C(C=C1)C#N)F)O 5-(3-(benzyl)-4-methoxyphenyl)-6-(4-cyano-3-fluorophenyl)-4-hydroxypyridine